C(C1=CC=C(C=C1)O)C1=CC=C(C=C1)O 4,4'-methylenebisphenol